N-(5-(4-fluorobenzo[d][1,3]dioxol-5-yl)-1-(3-hydroxy-3-methylbutyl)-1H-pyrazolo[3,4-b]pyridin-3-yl)-3,3-dimethylpentanamide FC1=C(C=CC=2OCOC21)C=2C=C1C(=NC2)N(N=C1NC(CC(CC)(C)C)=O)CCC(C)(C)O